BrC=1C=C(C=O)C(=CC1)Br 3,6-dibromobenzaldehyde